FC1(CC(C1)C(=O)NC=1C=CC(=NC1)C=1N=NN(C1NC(O[C@H](C)C=1C(=NC=CC1)Cl)=O)C)F (R)-1-(2-chloropyridin-3-yl)ethyl (4-(5-(3,3-difluorocyclobutane-1-carboxamido)pyridin-2-yl)-1-methyl-1H-1,2,3-triazol-5-yl)carbamate